1-ethyl-3-((S)-1,1,1,5,5,5-hexafluoropentan-2-yl)-1-(2,2,2-trifluoro-1-(5-methoxy-6-(8-methoxyimidazo[1,2-a]pyrazin-6-yl)pyridin-2-yl)ethyl)urea C(C)N(C(=O)N[C@H](C(F)(F)F)CCC(F)(F)F)C(C(F)(F)F)C1=NC(=C(C=C1)OC)C=1N=C(C=2N(C1)C=CN2)OC